N-(5-((6-((R)-3-(3,4-dichloro-2-fluorophenyl)isoxazolidine-2-yl)pyrimidine-4-yl)amino)-2-(4-(dimethylamino)-[1,4'-bipiperidine]-1'-yl)-4-methoxyphenyl)acrylamide ClC=1C(=C(C=CC1Cl)[C@@H]1N(OCC1)C1=CC(=NC=N1)NC=1C(=CC(=C(C1)NC(C=C)=O)N1CCC(CC1)N1CCC(CC1)N(C)C)OC)F